4-((7R)-4-(3-acrylamidoazepan-1-yl)-2-(((2S,4R)-4-fluoro-1,2-dimethylpyrrolidin-2-yl)methoxy)-5,6,7,8-tetrahydroquinazolin-7-yl)-5-ethynyl-6-fluoronaphthalen-2-yl isobutyrate C(C(C)C)(=O)OC1=CC2=CC=C(C(=C2C(=C1)[C@@H]1CCC=2C(=NC(=NC2C1)OC[C@]1(N(C[C@@H](C1)F)C)C)N1CC(CCCC1)NC(C=C)=O)C#C)F